C(CCCCCCCCCCC\C=C/CCCCCCCC)O (13Z)-docosan-13-en-1-ol